ClC=1C=CC(=NC1)C1=NC=CC=C1 5-chloro-2,2-bipyridine